C(=C)(C)C=1C=2N(N=C(C1)B1OC(C(O1)(C)C)(C)C)C=C(N2)C 8-isopropenyl-2-methyl-6-(4,4,5,5-tetramethyl-1,3,2-dioxaborolan-2-yl)imidazo[1,2-b]pyridazine